5-((triisopropylsilyl)oxy)tetrahydropyrimidin-2(1H)-one C(C)(C)[Si](OC1CNC(NC1)=O)(C(C)C)C(C)C